p-nitrophenyl-alanine [N+](=O)([O-])C1=CC=C(C=C1)N[C@@H](C)C(=O)O